(S)-N-(3-(5-fluoro-2-(2-fluoro-3-(methylsulfonyl)phenylamino)pyrimidin-4-yl)-1H-indol-7-yl)-3-methoxy-2-(4-methylpiperazin-1-yl)propanamide FC=1C(=NC(=NC1)NC1=C(C(=CC=C1)S(=O)(=O)C)F)C1=CNC2=C(C=CC=C12)NC([C@H](COC)N1CCN(CC1)C)=O